(trifluoromethyl)-L-cysteine methyl ester COC([C@@H](NC(F)(F)F)CS)=O